BrC1=C(C=CC=C1)O 2-bromoPhenol